C1(=CC(=CC=C1)C1=NC(=NC(=N1)Cl)C1=CC=C(C=C1)C1=CC=C(C=C1)C=C)C1=CC=CC=C1 2-([1,1'-biphenyl]-3-yl)-4-chloro-6-(4'-vinyl-[1,1'-biphenyl]-4-yl)-1,3,5-triazine